CC1(C(C(=CC2(CCN(C2)C=2C=NC=CC2)C1)C#N)=O)C 9,9-dimethyl-8-oxo-2-(pyridin-3-yl)-2-azaspiro[4.5]dec-6-ene-7-carbonitrile